C(C1=CC=CC=C1)OC=1C=CC=2[C@H]3CC[C@@]4([C@H](CC[C@H]4[C@@H]3[C@@H](CC2C1)CCCCCCCCCS(=O)CCCC(C(F)(F)F)(F)F)OC)C (7R,8R,9S,13S,14S,17S)-3-(benzyloxy)-17-methoxy-13-methyl-7-(9-((4,4,5,5,5-pentafluoropentyl)sulfinyl)nonyl)-7,8,9,11,12,13,14,15,16,17-decahydro-6H-cyclopenta[a]phenanthrene